C/C(/CO)=C\CC[C@H]1C(CC[C@H]2C(CCC[C@]12C)(C)C)=C (E)-2-methyl-5-((1S,4aS,8aS)-5,5,8a-trimethyl-2-methylenedecahydronaphthalen-1-yl)pent-2-en-1-ol